C1(CC1)C=1C=NN2C(=NC(=CC21)N[C@@H]2CNCCC2)NC2=CC(=CC=C2)CC(F)(F)F (S)-3-cyclopropyl-N5-(piperidin-3-yl)-N7-(3-(2,2,2-trifluoroethyl)phenyl)pyrazolo[1,5-c]pyrimidine-5,7-diamine